2,2,2-trifluoro-1-(4-fluoro-3-methoxyphenyl)ethan-1-amine hydrochloride Cl.FC(C(N)C1=CC(=C(C=C1)F)OC)(F)F